diethyl 1-ethyl-1H-pyrazole-3,5-dicarboxylate C(C)N1N=C(C=C1C(=O)OCC)C(=O)OCC